FC1=NC=C(C=C1)N1N=CC(=C1)B1OC(C(O1)(C)C)(C)C 2-fluoro-5-(4-(4,4,5,5-tetramethyl-1,3,2-dioxaborolan-2-yl)-1H-pyrazol-1-yl)pyridine